C(C)(C)(C)OC(=O)NCC1=NC=C2C=CC(=NC2=C1)C1(CCN(CC1)C=1C=NC=CC1)C(=O)OC methyl 4-(7-(((tert-butoxycarbonyl)amino)methyl)-1,6-naphthyridin-2-yl)-1-(pyridin-3-yl)piperidine-4-carboxylate